3,7-dichloro-8-chloromethyl-quinoline ClC=1C=NC2=C(C(=CC=C2C1)Cl)CCl